3-(4-(1H-pyrazol-4-yl)phenyl)-1-(3-fluoro-2-methylbenzyl)-8-oxa-1,3-diazaspiro[4.5]decan-2-one N1N=CC(=C1)C1=CC=C(C=C1)N1C(N(C2(C1)CCOCC2)CC2=C(C(=CC=C2)F)C)=O